N(N)C(=O)C1CCN(C2(CC2)C1)C(=O)OC(C)(C)C Tert-butyl 7-(hydrazinecarbonyl)-4-azaspiro[2.5]octane-4-carboxylate